C(C=C)(=O)OCCC(=O)O.C(C=C)(=O)OCCC(=O)O.C(C=C)(=O)OCCC(=O)O.C(O)C(CC)(CO)CO trimethylolpropane tri(β-acryloyloxypropionate)